C(#N)N=C(N)N1CCNCC1 N'-cyanopiperazin-1-carboximidamid